CC=1C=C(C=CC1C)C(C(=O)C1=CC=CC=C1)CC(C(C(C(F)(F)F)(F)F)(F)F)(F)F 2-(3,4-dimethylphenyl)-4,4,5,5,6,6,7,7,7-nonafluoro-1-phenylheptan-1-one